5-(4-((2,4-dioxo-1,2,3,4-tetrahydrofuro[2,3-d]pyrimidin-6-yl)methyl)piperazin-1-yl)-N-methylpicolinamide O=C1NC(C2=C(N1)OC(=C2)CN2CCN(CC2)C=2C=CC(=NC2)C(=O)NC)=O